3-phenyl-N-[(3R)-pyrrolidin-3-yl]adamantane-1-carboxamide C1(=CC=CC=C1)C12CC3(CC(CC(C1)C3)C2)C(=O)N[C@H]2CNCC2